BrC1=C(C=CC(=C1)F)C1=C(N=C(O1)C)CC=1C=NN(C1)CC1CC1 5-(2-bromo-4-fluorophenyl)-4-{[1-(cyclopropylmethyl)-1H-pyrazol-4-yl]methyl}-2-methyl-1,3-oxazole